[N+](=O)([O-])C1=C(C=CC=C1)C1=C(NC=C1C(=O)NC1=NC=CC=C1)C1=CC=C(C=C1)C(F)(F)F (2-Nitrophenyl)-N-(pyridin-2-yl)-2-(4-(trifluoromethyl)phenyl)Azole-4-carboxamide